1-(3-(3-aminophenyl)azetidin-1-yl)ethan-1-one Strontium malonat C(CC(=O)[O-])(=O)[O-].[Sr+2].NC=1C=C(C=CC1)C1CN(C1)C(C)=O